hydroxy-Bocsulfamic acid ON(S(O)(=O)=O)C(=O)OC(C)(C)C